thieno[2,3-c]pyridine-6-carboxylic acid S1CC=C2C1=CN(C=C2)C(=O)O